(1R)-6-chloro-1-[(3aR,4R,6R,6aR)-2,2-dimethyl-4-(4-methylpyrrolo[2,3-d]pyrimidin-7-yl)-3a,4,6,6a-tetrahydrofuro[3,4-d][1,3]dioxol-6-yl]isochroman-3-ol ClC=1C=C2CC(O[C@H](C2=CC1)[C@H]1O[C@H]([C@H]2[C@@H]1OC(O2)(C)C)N2C=CC1=C2N=CN=C1C)O